N-(4-(3-amino-7-(5-(trifluoromethyl)pyrimidin-2-yl)-1H-pyrazolo[4,3-c]pyridin-4-yl)benzyl)-5-fluoro-2-methoxybenzamide NC1=NNC2=C1C(=NC=C2C2=NC=C(C=N2)C(F)(F)F)C2=CC=C(CNC(C1=C(C=CC(=C1)F)OC)=O)C=C2